N-fluoro-2,6-dichloropyridinium tetrafluoroborate F[B-](F)(F)F.F[N+]1=C(C=CC=C1Cl)Cl